2-[(1R,5s,6S)-3-Azabicyclo[3.1.0]hexan-6-yl]-N-[(3-fluoropyridin-2-yl)methyl]-1,3-thiazole-4-carboxamide [C@H]12CNC[C@@H]2C1C=1SC=C(N1)C(=O)NCC1=NC=CC=C1F